pentyl-4-dimethylaminobenzoate C(CCCC)OC(C1=CC=C(C=C1)N(C)C)=O